C(CCCCC)OC1=C(C=C(C=C1)C=1SC2=C(C(=CC(N2C1C(=O)O)=O)CC1=CC=CC2=CC=CC=C12)OC)C 8-[4-(Hexyloxy)-3-methyl-phenyl]-5-methoxy-4-[(1-naphthyl)methyl]-2-oxo-7-thia-1-azabicyclo[4.3.0]nona-3,5,8-triene-9-carboxylic acid